O1C(CCCC1)OCCCSC(CCCCCCCCCCCCCCC)O (3-tetrahydropyran-2-yloxypropylsulfanyl)hexadecan-1-ol